NC1=NN2C(C=C(C=C2)C=2C=C(C(=NC2)OC)C(=O)NCC2=C(C=CC=C2)OC2CCCC2)=N1 5-{2-amino-[1,2,4]triazolo[1,5-a]pyridin-7-yl}-N-{[2-(cyclopentyloxy)phenyl]methyl}-2-methoxypyridine-3-carboxamide